S1(CSCCSCC1)(=O)=O 1,3,6-trithiacyclooctane-1,1-dioxide